CNC(=O)C1=CSC=2C1=NC(=CC2C(F)(F)F)N2CCC(CC2)C=2N=CN1C2CN(CC1)C(=O)O 1-(3-(methylcarbamoyl)-7-(trifluoromethyl)thieno[3,2-b]pyridin-5-yl)piperidin-4-yl-5,6-dihydroimidazo[1,5-a]pyrazine-7(8H)-carboxylic acid